C(CCC)(OC(C1=CC=CC=C1)(C)C)([O-])[O-] Dimethylbenzyl orthobutyrate